ClC1=C(C=CC=C1NC=1C=NC(=CC1)OCC(F)(F)F)[C@@]1(CC(N(C(N1)=N)C1CCOCC1)=O)C (6S)-6-(2-Chloro-3-{[6-(2,2,2-trifluoroethoxy)pyridin-3-yl]-amino}phenyl)-2-imino-6-methyl-3-(tetrahydropyran-4-yl)hexahydropyrimidin-4-one